4,4'-(6-phenyl-1,3,5-triazine-2,4-diyl)bis(2,6-difluorobenzonitrile) C1(=CC=CC=C1)C1=NC(=NC(=N1)C1=CC(=C(C#N)C(=C1)F)F)C1=CC(=C(C#N)C(=C1)F)F